sodium hydroxyethylidene (hydroxy diphosphonate) OP1(=O)OC(CO)OP(O1)=O.[Na]